6-Chloro-3-[(1R)-1-[2-(1,5-dimethylpyrazol-4-yl)-3,6-dimethyl-4-oxo-chromen-8-yl]ethoxy]pyridine-2-sulfonamide ClC1=CC=C(C(=N1)S(=O)(=O)N)O[C@H](C)C=1C=C(C=C2C(C(=C(OC12)C=1C=NN(C1C)C)C)=O)C